N-(3-Chloro-5-(4-chlorophenoxy)phenyl)-6-(2-(methylsulfonyl)propan-2-yl)-1H-indol-2-carboxamid ClC=1C=C(C=C(C1)OC1=CC=C(C=C1)Cl)NC(=O)C=1NC2=CC(=CC=C2C1)C(C)(C)S(=O)(=O)C